C(C1=CC=CC=C1)(=O)OCC1=CC(=CC=C1)C m-Methylbenzyl Benzoate